N1=CN=C(C2=C1NC=C2)N2CCN(CC2)C([C@@H](C2=CC=C(C=C2)Cl)[C@H]2N(CC1(CCOC1)C2)C(=O)OC(C)(C)C)=O tert-butyl (8S)-8-((S)-2-(4-(7H-pyrrolo[2,3-d]pyrimidin-4-yl) piperazin-1-yl)-1-(4-chlorophenyl)-2-oxoethyl)-2-oxa-7-azaspiro[4.4]nonane-7-carboxylate